3,5-dimethylbenzenyl isocyanate CC=1C=C(C=C(C1)C)N=C=O